COC=1C=C(C(=NC1)N[C@@H]1CN(CC1)C(=O)OC(C)(C)C)[N+](=O)[O-] tert-Butyl (S)-3-((5-methoxy-3-nitropyridin-2-yl)amino)pyrrolidine-1-carboxylate